C(C)(C)(C)OC(N([C@H]1CN(CCC1)C1=CC=C(C=C1)[C@H](C)NC(=O)C=1N=C2N(C(C1)=O)C=CC=C2)CC2CCC2)=O.NC[Si](OCC)(OCC)OCC (1-Aminomethyl)triethoxysilane tert-butyl-N-(cyclobutylmethyl)-N-[(3R)-1-[4-[(1S)-1-[(4-oxopyrido[1,2-a]pyrimidine-2-carbonyl)amino]ethyl]phenyl]-3-piperidyl]carbamate